2-bromo-3-(bromomethyl)-5-fluoropyridine BrC1=NC=C(C=C1CBr)F